C(C)N(C(C(=C)C)=O)CCO N-ethyl-N-(2-hydroxyethyl)methacrylamide